CC1=NC(=CC(=N1)S(=O)(=O)C)N1C=NC(=C1)C(F)(F)F 2-methyl-4-(methylsulfonyl)-6-(4-(trifluoromethyl)-1H-imidazol-1-yl)pyrimidine